6-((5-(3,4-difluorophenyl)pyridin-3-yl)oxy)-4-((1-(2-hydroxyacetyl)piperidin-4-yl)oxy)picolinonitrile FC=1C=C(C=CC1F)C=1C=C(C=NC1)OC1=CC(=CC(=N1)C#N)OC1CCN(CC1)C(CO)=O